7-(2-C-Ethynyl-β-D-ribofuranosyl)-7H-pyrrolo[2,3-d]pyrimidin-4-amine C(#C)[C@@]1([C@@H](O[C@@H]([C@H]1O)CO)N1C=CC2=C1N=CN=C2N)O